6-benzyl-3-(((3,4-dihydroquinazolin-2-yl)thio)methyl)-5,6-dihydroimidazo[2,1-b]Thiazole dihydrochloride Cl.Cl.C(C1=CC=CC=C1)C1N=C2SC=C(N2C1)CSC1=NC2=CC=CC=C2CN1